ClC=1C(=NC(=CC1)Cl)C1=NC=2C(=NC=C(C2)C(F)(F)F)N1C 2-(3,6-dichloropyridin-2-yl)-3-methyl-6-(trifluoromethyl)-3H-imidazo[4,5-b]pyridine